C(#N)CC1=CC=C2C=CN(C2=C1)C1=NC=C(C(=N1)OC)CC(F)F 6-(cyanomethyl)-N-[5-(2,2-difluoroethyl)-4-methoxy-pyrimidin-2-yl]-1H-indole